10-(3,4,5,6-tetrahydro-2H-pyran-2-yloxy)decanoic acid O1C(CCCC1)OCCCCCCCCCC(=O)O